3-[2-[5-[4-(Benzenesulfonamido)cyclohexyl]pentoxy]phenyl]propanoic acid C1(=CC=CC=C1)S(=O)(=O)NC1CCC(CC1)CCCCCOC1=C(C=CC=C1)CCC(=O)O